(2R,4S)-4-(3-bromobenzyl)pyrrolidine-1,2-dicarboxylic acid BrC=1C=C(C[C@H]2C[C@@H](N(C2)C(=O)O)C(=O)O)C=CC1